N-methylundecane-1,11-diamine CNCCCCCCCCCCCN